C(C)(=O)C([C@@H]([C@@H]1C(=C(C(=O)O1)O)O)O)O 6-acetylascorbic acid